OCCS(=O)(=O)NC=1C(=C(C(=O)N)C=CC1)N1CCC2(CC2)CC1 ((2-hydroxyethyl)sulphonamido)-2-(6-azaspiro[2.5]oct-6-yl)benzamide